N-(3-(2'-fluoro-[1,1'-biphenyl]-4-yl)propyl)pyrimidine-2-carboxamide FC1=C(C=CC=C1)C1=CC=C(C=C1)CCCNC(=O)C1=NC=CC=N1